OC1=C2C(=C(C=3CN(CC13)CCO)O)CN(C2)CCO 4,8-dihydroxy-2,6-bis(2-hydroxyethyl)-1,3,5,7-tetrahydropyrrolo[3,4-f]Isoindole